methyl (S,Z)-5-(2-methoxy-1-nitro-2-oxoethylidene)pyrrolidine-2-carboxylate COC(/C(/[N+](=O)[O-])=C/1\CC[C@H](N1)C(=O)OC)=O